[Cu].NCCNCCNCCNCCN tetraethylenepentaamine copper